2H-benzo[1,4]oxazine O1CC=NC2=C1C=CC=C2